(S)-N'-((3,3-dimethyl-1,2,3,5,6,7-hexahydro-dicyclopenta[b,e]pyridin-8-yl)carbamoyl)-4-(2-hydroxypropan-2-yl)thiophene-2-sulfonimidamide CC1(CCC=2C1=NC1=C(C2NC(=O)N=[S@@](=O)(N)C=2SC=C(C2)C(C)(C)O)CCC1)C